CN1C2=CC=CC=C2N(C=2C=CC=CC12)C=1C(=C(C(=C(C1N1C=2C=CC=CC2N(C2=CC=CC=C12)C)C=1OC2=C(N1)C=CC=C2)N2C=1C=CC=CC1N(C1=CC=CC=C21)C)C2=CC=CC=C2)C=2OC1=C(N2)C=CC=C1 2,2'-(3,4,6-tris(10-methylphenazin-5(10H)-yl)-[1,1'-biphenyl]-2,5-diyl)bis(benzo[d]oxazole)